ClC(C(=O)NC1=C(C(=O)O)C=CC=C1)=CC1=CC2=CC=CC=C2C=C1 2-(2-chloro-3-(naphthalen-2-yl)acrylamido)benzoic acid